13,13-diphenylindeno[1,2-I]Phenanthrene C1(=CC=CC=C1)C1(C=C2C=3C(=CC=C2C=2C=CC=CC12)C=1C=CC=CC1C3)C3=CC=CC=C3